tertiary butyl alcohol hypochlorite ClOC(C)(C)C